bis-[3-(4-ethylphenylsulfonyloxy)phenyl]urea C(C)C1=CC=C(C=C1)S(=O)(=O)OC=1C=C(C=CC1)NC(NC1=CC(=CC=C1)OS(=O)(=O)C1=CC=C(C=C1)CC)=O